4-[[2-(5-chloro-2-hydroxy-phenyl)acetyl]amino]-N-cyclohexyl-pyridine-2-carboxamide ClC=1C=CC(=C(C1)CC(=O)NC1=CC(=NC=C1)C(=O)NC1CCCCC1)O